6,2-benzothiazole-1,3-dione C1(NC(C2=C1C=CSC2)=O)=O